ClC=1C=C(C=NC1N1N=CC(=N1)CN(C)C)N 5-chloro-6-(4-((dimethylamino)methyl)-2H-1,2,3-triazol-2-yl)pyridin-3-amine